C(#N)C=1C(=NC(=C(C(=O)OCC)C1O)CCC1=CC=C(C=C1)F)CC(C)C ethyl 5-cyano-2-(4-fluorophenethyl)-4-hydroxy-6-isobutylnicotinate